carbonyl cyanide-m-chlorophenylhydrazone ClC=1C=C(C=CC1)NN=C(C#N)C#N